2-(4-((2-(2-(aminooxy)acetamido)ethyl)amino)-4-oxobutoxy)propane-1,3-diyl dicarbamate C(N)(OCC(COC(N)=O)OCCCC(=O)NCCNC(CON)=O)=O